2-bromo-3-({[2-(3,4,5,6-tetrahydro-2H-pyran-2-yloxy)ethyl]oxy}methyl)benzene-1-carbonitrile BrC1=C(C=CC=C1COCCOC1OCCCC1)C#N